ethyl 2-((4-fluoro-2-isopropylphenyl)-amino)-5-(trifluoro-methyl)benzoate FC1=CC(=C(C=C1)NC1=C(C(=O)OCC)C=C(C=C1)C(F)(F)F)C(C)C